CN1C=NC=C1CC1CNCC1 1-methyl-5-(pyrrolidin-3-ylmethyl)-1H-imidazole